C(C)C1=C(C(=C(C(=C1CC)OCC(C)C)CC)CC)O 2,3,5,6-Tetraethyl-4-isobutoxy-phenol